4-{(5aR,6R,7R,8aR)-7-hydroxy-6-[(1E,3R)-3-hydroxy-4-phenoxy-1-buten-1-yl]octahydro-2H-cyclopenta[b]oxepin-3-yl}butanoic Acid O[C@H]1[C@@H]([C@@H]2[C@H](OCC(CC2)CCCC(=O)O)C1)\C=C\[C@H](COC1=CC=CC=C1)O